2-AMINO-3-BROMOBENZALDEHYDE NC1=C(C=O)C=CC=C1Br